C(=O)O.N[C@@H]1CN(CC1)C(=O)NCCNC(C1=C(C=C(C=C1)NC=1C=2N(C=CN1)C(=CN2)C=2C(=NNC2)C(F)(F)F)CC)=O (S)-3-amino-N-(2-(2-ethyl-4-((3-(3-(trifluoromethyl)-1H-pyrazol-4-yl)imidazo[1,2-a]pyrazin-8-yl)amino)benzamido)ethyl)pyrrolidine-1-carboxamide formate